1-(4-chlorophenyl)-3-methyl-1H-pyrazol-5-ol ClC1=CC=C(C=C1)N1N=C(C=C1O)C